F[C@H]1C[C@]2(CCCN2C1)COC=1N=CC2=C(N1)C=CN=C2 (((2S,7aR)-2-fluorotetrahydro-1H-pyrrolizin-7a(5H)-yl)methoxy)pyrido[4,3-d]pyrimidine